FC1(CCN(CC1)C1=NC(=NC=N1)C=1C=NN(C1)C1=C(C=C(C=C1)NS(=O)(=O)CCO)N1CCC2(CC2)CC1)F N-(4-(4-(4-(4,4-difluoropiperidin-1-yl)-1,3,5-triazin-2-yl)-1H-pyrazol-1-yl)-3-(6-Azaspiro[2.5]octane-6-yl)phenyl)-2-hydroxyethanesulfonamide